C1(CCCCC1)P(C1=C(SC(=C1P(C1CCCCC1)C1CCCCC1)CCCC)CCCC)C1CCCCC1 3,4-bis(dicyclohexylphosphino)-2,5-di-n-butylthiophene